7-(methylthio)-1H-benzo[d]imidazole-5-carboxylic acid CSC1=CC(=CC2=C1NC=N2)C(=O)O